4-(2-(piperazine-1-yl)ethyl)piperidine-1-carboxylic acid tert-butyl ester C(C)(C)(C)OC(=O)N1CCC(CC1)CCN1CCNCC1